CN(CCNC(OC(C)(C)C)=O)C1=C(C=C(C=C1)[N+](=O)[O-])C[S@](=O)C |r| (±)-Tert-butyl (2-(methyl(2-((methylsulfinyl)methyl)-4-nitrophenyl)amino)ethyl)carbamate